1-(Benzo[d]thiazol-5-yl)-N-(cyclobutylmethyl)methylamine S1C=NC2=C1C=CC(=C2)CNCC2CCC2